C1(=CC=CC=C1)C1CCN(CC1)C=1C=C(C=CC1)NC(OC1=CC=CC=C1)=O phenyl (3-(4-phenylpiperidin-1-yl)phenyl)carbamate